triisodecyltrimellitic acid C(CCCCCCC(C)C)C=1C(=C(C(=C(C1C(=O)O)C(=O)O)CCCCCCCC(C)C)C(=O)O)CCCCCCCC(C)C